(S)-4-((2-fluoropyridin-3-yl)methyl)-N-(7-(4-hydroxy-3,3-dimethylbut-1-yn-1-yl)-5-methyl-4-oxo-2,3,4,5-tetrahydrobenzo[b][1,4]oxazepin-3-yl)-1H-pyrazole-1-carboxamide FC1=NC=CC=C1CC=1C=NN(C1)C(=O)N[C@@H]1C(N(C2=C(OC1)C=CC(=C2)C#CC(CO)(C)C)C)=O